O=C1NC(C(N1)CC(C(=O)O)C)=O 3-(2,5-dioxoimidazolidin-4-yl)-2-methyl-propanoic acid